C(C)OC(C(C#N)C1=NC(=CC(=C1[N+](=O)[O-])OC)Cl)=O 2-(6-chloro-4-methoxy-3-nitro-2-pyridinyl)-2-cyano-acetic acid ethyl ester